N-(4-(1-(cyclohexylmethyl)-1H-imidazol-2-yl)phenyl)quinoline-8-sulfonamide C1(CCCCC1)CN1C(=NC=C1)C1=CC=C(C=C1)NS(=O)(=O)C=1C=CC=C2C=CC=NC12